methyl 6-fluoro-1-oxo-2,3-dihydro-1H-indene-2-carboxylate FC1=CC=C2CC(C(C2=C1)=O)C(=O)OC